CN(CCCC(=O)OC(CCOC(CCCCCCCC(CCCCC)CCCCC)=O)CCCCCCCC\C=C/C\C=C/CCCCC)C (12Z,15Z)-3-((4-(dimethylamino)butanoyl)oxy)henicosa-12,15-dien-1-yl-9-pentyltetradecanoate